N-(6-Amino-2-diethylamino-4-oxo-4H-quinazolin-3-yl)-2-(3,5-difluoro-phenyl)-acetamide NC=1C=C2C(N(C(=NC2=CC1)N(CC)CC)NC(CC1=CC(=CC(=C1)F)F)=O)=O